C1(CC1)C1=C(C=NC=2N1N=CC2)NC(=O)NC=2C=NC(=C(C2)C)C2=NOC(=N2)CCCCN2CCN(CC2)C=2C=C1CN(C(C1=CC2)=O)C2C(NC(CC2)=O)=O 1-(7-cyclopropylpyrazolo[1,5-a]pyrimidin-6-yl)-3-[6-[5-[4-[4-[2-(2,6-dioxo-3-piperidyl)-1-oxo-isoindolin-5-yl]piperazin-1-yl]butyl]-1,2,4-oxadiazol-3-yl]-5-methyl-3-pyridyl]urea